NC1=CC=CC(=N1)S(=O)(=O)NC(=O)C=1C(=NC(=CC1)C1=CC=CC=C1)OC1=C(C=C(C=C1)C)C N-[(6-Amino-2-pyridyl)sulfonyl]-2-(2,4-dimethylphenoxy)-6-phenylpyridin-3-carboxamid